C(CC)N(C(=O)C=1N=C(SC1)C=1C=NN(C1)C1=NC=CC=C1)[C@H]1CNCC1 N-propyl-2-[1-(pyridin-2-yl)-1H-pyrazol-4-yl]-N-[(3R)-pyrrolidin-3-yl]-1,3-thiazole-4-carboxamide